C1(CCCC1)OC=1C=C(C=CC1OC)C(CC1=CC=NC=C1)C1=CC=CC=C1 4-[2-(3-cyclopentyloxy-4-methoxyphenyl)-2-phenyl-ethyl]-pyridine